9,10-bis(1-methylethoxy)-anthracene CC(C)OC=1C2=CC=CC=C2C(=C2C=CC=CC12)OC(C)C